(R)-(2-(4-(6-methoxy-4,8-dimethyl-2-oxo-1,2-dihydroquinolin-5-yl)phenyl)propyl)carbamic acid tert-butyl ester C(C)(C)(C)OC(NC[C@H](C)C1=CC=C(C=C1)C1=C2C(=CC(NC2=C(C=C1OC)C)=O)C)=O